C(=O)(O)C1=CC2=CC(=C(C=C2C=C1C(=O)O)C(=O)O)C(=O)O 2,3,6,7-tetracarboxynaphthalene